Ethylazetat CCOC(=O)C